C(C)(C)OC=1C(=CC=2C(N1)=NN(C2)C21COC(CC2)(C1)C)C(=O)O 6-isopropoxy-2-(1-methyl-2-oxabicyclo[2.2.1]hept-4-yl)-2H-pyrazolo[3,4-b]pyridine-5-carboxylic acid